aminocaprolactam hydrochloride Cl.NC1C(=O)NCCCC1